1,7-dimethyl-3-bromo-carbazole CC1=CC(=CC=2C3=CC=C(C=C3NC12)C)Br